O=C1NC(CCC1C12C(C(=O)NC1=O)C=CC(=C2)[N+](=O)[O-])=O 2-(2,6-dioxopiperidin-3-yl)-4-nitrophthalimide